(R)-1-(3-(2,3-dichloro-6-fluorophenyl)-3-((4-methoxyquinolin-7-yl)amino)pyrrolidin-1-yl)prop-2-en-1-one ClC1=C(C(=CC=C1Cl)F)[C@]1(CN(CC1)C(C=C)=O)NC1=CC=C2C(=CC=NC2=C1)OC